NC1=NC(=NC(=C1C(=O)O)C)C1=C(C=C(C=C1C)C(C)(C)C)O 4-amino-2-(4-(tert-butyl)-2-hydroxy-6-methylphenyl)-6-methylpyrimidine-5-carboxylic acid